N-2-ethylpyrrolidone CCN1C(CCC1)=O